N1C=CC=2C1=NC=CC2C2=CC(NC(=C2)C2=C(C=CC=C2)C(F)(F)F)=O 4-(1H-pyrrolo[2,3-b]pyridin-4-yl)-6-[2-(trifluoromethyl)phenyl]-1H-pyridin-2-one